N1(C=NC=2C=NC=3C=CC=CC3C21)[C@@H](C(C)(O)C)C (3R)-3-imidazo[4,5-c]quinolin-1-yl-2-methyl-butan-2-ol